OC1=C(C=C(C=C1)/C=C/C1=CC=C(C=C1)C(\C=C\C1=CC=C(C=C1)OC)=O)OC (E)-1-[4-[(E)-2-(4-Hydroxy-3-methoxy-phenyl)vinyl]phenyl]-3-(4-methoxyphenyl)prop-2-en-1-one